C(C)C=1C=C2CC(CC2=CC1CC)NC[C@@H](O)C1=C2C=CC(NC2=C(C=C1)OCC1=NC=CC=C1)=O (S)-5-(2-((5,6-diethyl-2,3-dihydro-1H-inden-2-yl)amino)-1-hydroxyethyl)-8-(pyridin-2-ylmethoxy)quinolin-2(1H)-one